N,9-diphenyl-9H-carbazol-4-amine C1(=CC=CC=C1)NC1=CC=CC=2N(C3=CC=CC=C3C12)C1=CC=CC=C1